(E)-N1-(4-fluorophenethyl)-N8-hydroxy-2-((naphthalen-1-yloxy)methyl)-2-octenediamide FC1=CC=C(CCNC(\C(=C\CCCCC(=O)NO)\COC2=CC=CC3=CC=CC=C23)=O)C=C1